BrC1=CC=CC=2C(=C(SC21)C(=O)N[C@H]2CCOC1=CC=CC=C21)N(C)C 7-bromo-N-[(4S)-3,4-dihydro-2H-chromen-4-yl]-3-(dimethylamino)-1-benzothiophene-2-carboxamide